NC=1C=C2C(=CC(N(C2=CC1)C)=O)NC(C)C1=NC=CC(=N1)C 6-amino-1-methyl-4-[1-(4-methylpyrimidin-2-yl)ethylamino]quinolin-2-one